tris(isocyanatophenyl)thiophosphate N(=C=O)C1=C(C=CC=C1)OP(=S)(OC1=C(C=CC=C1)N=C=O)OC1=C(C=CC=C1)N=C=O